FC(F)(F)C=1SN=C2C1NC(C1N2CCNC1)=O (trifluoromethyl)-6,7,8,9-tetrahydro-4H-isothiazolo[4,3-e]pyrazino[1,2-a]pyrazin-5(5aH)-one